7-chloro-6-fluoro-1-(2-isopropyl-4-methylpyridin-3-yl)-4-((1-(2,3,5,6-tetrafluoro-4-(methylsulfinyl)phenyl)azetidin-3-yl)amino)pyrido[2,3-d]pyrimidin-2(1H)-one ClC=1C(=CC2=C(N(C(N=C2NC2CN(C2)C2=C(C(=C(C(=C2F)F)S(=O)C)F)F)=O)C=2C(=NC=CC2C)C(C)C)N1)F